(2S,4R)-1-[2-(1,4-dimethyl-5-oxo-4,5-dihydro-1H-1,2,4-triazol-3-yl)acetyl]-4-fluoro-N-[(S)-phenyl[5-(propan-2-yl)pyridin-2-yl]methyl]pyrrolidine-2-carboxamide CN1N=C(N(C1=O)C)CC(=O)N1[C@@H](C[C@H](C1)F)C(=O)N[C@H](C1=NC=C(C=C1)C(C)C)C1=CC=CC=C1